FC1=CC(=C(C=C1)O)[C@@H]1N(C[C@H](C1)F)C=1C=CC=2N(N1)C(=CN2)C=2N=NC=C(C2)CO 4-fluoro-2-((2R,4S)-4-fluoro-1-(3-(5-(hydroxymethyl)pyridazin-3-yl)imidazo[1,2-b]pyridazin-6-yl)pyrrolidin-2-yl)phenol